C(C)(C)(C)C1=CC=C(C=C1)C=1OC(=NN1)C1=CC=C(C=C1)F 2-(4-(tert-butyl)phenyl)-5-(4-fluorophenyl)-1,3,4-oxadiazole